6-bromo-3,4-dihydro-2H-naphthalen-1-one BrC=1C=C2CCCC(C2=CC1)=O